(E)-3-(4-Phenyl-thiazol-2-ylcarbamoyl)-acrylic acid ethyl ester C(C)OC(\C=C\C(NC=1SC=C(N1)C1=CC=CC=C1)=O)=O